O=C1N(C(C2=CC=CC=C12)=O)CCCN(CCCN(C(OC(C)(C)C)=O)C)C tert-butyl N-(3-[[3-(1,3-dioxoisoindol-2-yl) propyl] (methyl)amino] propyl)-N-methylcarbamate